2-[3-cyano-4-phenoxyphenyl]-7-hydroxythiazolo[5,4-d]pyrimidine C(#N)C=1C=C(C=CC1OC1=CC=CC=C1)C=1SC=2N=CN=C(C2N1)O